(R,Z)-4-oxo-4-((12-(Oleoyloxy)octadec-9-en-1-yl)oxy)butanoic acid O=C(CCC(=O)O)OCCCCCCCC\C=C/C[C@@H](CCCCCC)OC(CCCCCCC\C=C/CCCCCCCC)=O